Cl.Cl.N[C@@H](CN1C=2C(CC(C1)(F)F)=C(SC2C(=O)OC)Br)[C@H]2NCC(C2)(F)F methyl 1-((S)-2-amino-2-((S)-4,4-difluoropyrrolidin-2-yl)ethyl)-5-bromo-3,3-difluoro-1,2,3,4-tetrahydrothieno[3,4-b]pyridine-7-carboxylate dihydrochloride